O=C(CCC(=O)OC1=CC=C(C=C1)C1=CC=C(C=C1)N(C1=CC=CC=C1)C1=CC=CC=C1)C 4'-(diphenylamino)-[1,1'-biphenyl]-4-yl 4-oxopentanoate